ClCC1=CC=C(C=C1)C1=NOC(=N1)C(F)(F)F 3-[4-(chloromethyl)phenyl]-5-(trifluoromethyl)-1,2,4-oxadiazole